3-[5-(8-aminooctyl)-3-methyl-2-oxo-benzimidazol-1-yl]piperidine NCCCCCCCCC1=CC2=C(N(C(N2C)=O)C2CNCCC2)C=C1